Perylene-3,4,9,10-tetracarboxylic acid diimide C1=CC(=C2C(=CC=C3C4=CC=C(C=5C(=CC=C(C1=C23)C45)C(=O)O)C(=O)O)C(O)=N)C(O)=N